FC1=C(C=CC(=C1)F)N1N=C(C(C1(C(=O)NCC(CCO)O)C)C=1SC=CC1)C1=CC=C(C=C1)F 1-(2,4-difluorophenyl)-N-(2,4-dihydroxybutyl)-3-(4-fluorophenyl)-5-methyl-4-(thiophen-2-yl)-4,5-dihydro-1H-pyrazole-5-carboxamide